8-[(1R)-1-[2-(1,2-dihydroxyethyl)anilino]ethyl]-3,6-dimethyl-2-phenyl-benzopyran-4-one OC(CO)C1=C(N[C@H](C)C2=CC(=CC=3C(C(=C(OC32)C3=CC=CC=C3)C)=O)C)C=CC=C1